2-((R or S)-1-cyclopropyl-2-hydroxy-2-methylpropyl)-6-fluoro-7-(2-(2,2,2-trifluoroethoxy)phenyl)isoindolin-1-one C1(CC1)[C@H](C(C)(C)O)N1C(C2=C(C(=CC=C2C1)F)C1=C(C=CC=C1)OCC(F)(F)F)=O |o1:3|